O1CCC(CC1)C1=NC2=C(C=CN=C2N1)C1CCN(CC1)C(=O)C=1C(NC(=CC1)C(F)(F)F)=O 3-({4-[2-(tetrahydro-2H-pyran-4-yl)-3H-1,3,4-triazainden-7-yl]-1-piperidyl}carbonyl)-6-(trifluoromethyl)-2(1H)-pyridinone